(R)-3-(1,1-difluoro-3-(4-methyl-4H-1,2,4-triazol-3-yl)propan-2-yl)aniline FC([C@H](CC1=NN=CN1C)C=1C=C(N)C=CC1)F